tert-butyl N-[[(2R)-4-[[1-(2,6-dioxo-3-piperidyl)-3-methyl-2-oxo-benzimidazol-4-yl] methyl] morpholin-2-yl] methyl]-N-methyl-carbamate O=C1NC(CCC1N1C(N(C2=C1C=CC=C2CN2C[C@@H](OCC2)CN(C(OC(C)(C)C)=O)C)C)=O)=O